3-ethoxycarbonyl-3-ethoxythioxanthone C(C)OC(=O)C1(CC=C2C(C3=CC=CC=C3SC2=C1)=O)OCC